3-((S)-2-hydroxy-3-(3-(N-methylsulfamoyl)phenoxy)dec-8-ylsulfonyl)biphenyl-4-sulfonamide O[C@@H](C)C(CCCCC(CC)S(=O)(=O)C=1C=C(C=CC1S(=O)(=O)N)C1=CC=CC=C1)OC1=CC(=CC=C1)S(NC)(=O)=O